BrC=1C=C(C=CC1)C1=C2C(=NC(=C1C#N)OCC)C1=CC=CC=C1C2 4-(3-Bromo-phenyl)-2-ethoxy-5H-indeno[1,2-b]pyridine-3-carbonitrile